BrC=1C=CC(=C2N=COC21)N 7-bromobenzo[d]oxazole-4-amine